C(C)(C)(C)OC(=O)N1CCC2(CC1)CCC(CC2)=CC(=O)OCC.CN2CCN(CC2)C2=CC=C(N)C=C2 4-(4-methyl-piperazin-1-yl)aniline tert-Butyl-9-(2-ethoxy-2-oxoethylidene)-3-azaspiro[5.5]undecane-3-carboxylate